C(#N)N1CC(CC1)C(=O)NC=1SC(=CN1)N(C1=CC=CC=C1)C 1-cyano-N-(5-(methyl-(phenyl)amino)thiazol-2-yl)pyrrolidine-3-carboxamide